C(C)(C)C=1C(=CC2=C(N(C(N2)=O)C2CCN(CC2)CCOC)C1)C=1C=C(C=2N(C1)N=CN2)OC 6-isopropyl-5-(8-methoxy-[1,2,4]triazolo[1,5-a]pyridin-6-yl)-1-(1-(2-methoxyethyl)piperidin-4-yl)-1,3-dihydro-2H-benzo[d]imidazol-2-one